6-(2-methoxypropan-2-yl)imidazo[1,2-a]pyridine-2-carboxylic acid COC(C)(C)C=1C=CC=2N(C1)C=C(N2)C(=O)O